(2-chloroanilinomethyl)-16-oxo-androst-5-en-3beta-ol ClC1=C(NCC[C@@]23CC(C[C@H]2[C@@H]2CC=C4C[C@H](CC[C@]4(C)[C@H]2CC3)O)=O)C=CC=C1